1-Chloro-4-prop-2-ynyl-benzene ClC1=CC=C(C=C1)CC#C